(((1r,3s,6s)-spiro[bicyclo[4.1.0]heptane-3,2'-oxane]-1-yl)methyl)-1H-benzo[d]imidazole-6-carbonitrile O1[C@]2(CCCC1)C[C@@]1(C[C@@H]1CC2)CN2C=NC1=C2C=C(C=C1)C#N